F[C@@H](C(=O)NC1=C(C=C(C=C1)NCC1=CC=C(C=C1)C(F)(F)F)N1CCCC1)[C@H](CCCCC)F (2S,3S)-2,3-difluoro-N-(2-(pyrrolidin-1-yl)-4-((4-(trifluoromethyl)benzyl)amino)phenyl)octanamide